[N+](=O)([O-])C=1C=C(C=CC1)C=1C=2N(C=C(C1)C1=CC=CC=C1)C=C(N2)C2=CC=CC=C2 8-(3-nitrophenyl)-2,6-diphenylimidazo[1,2-a]pyridine